[N+](=O)([O-])C1=CC=C(C=C1)[N+]1=CC=CC2=CC=CC=C12 N-(p-nitrophenyl)quinolinium